tert-butyl 7-[4-(4-hydroxyphenyl)piperazin-1-yl]sulfonylindole-1-carboxylate OC1=CC=C(C=C1)N1CCN(CC1)S(=O)(=O)C=1C=CC=C2C=CN(C12)C(=O)OC(C)(C)C